C(#N)[C@H]1N(C([C@@H]1CC1=CC(=NC=C1)N(C(OC(C)(C)C)=O)CC1=CC=C(C=C1)OC)=O)C(NC(C1=CC=CC=C1)C1=CC=CC=C1)=O tert-butyl [4-({(2S,3R)-2-cyano-1-[(diphenylmethyl)carbamoyl]-4-oxoazetidin-3-yl}methyl)pyridin-2-yl](4-methoxybenzyl)carbamate